[Si](C)(C)(C(C)(C)C)O[C@@H](C/C=C/C(=O)N[C@@H](C(=O)OC)CC1=CC(=C(C=C1)OC)Cl)[C@@H](\C=C\C1=CC=CC=C1)C methyl (R)-2-((2E,5S,6R,7E)-5-((tert-butyldimethylsilyl)oxy)-6-methyl-8-phenylocta-2,7-dienamido)-3-(3-chloro-4-methoxyphenyl)propanoate